C(C)N(CC)[Hf]N(CC)CC Bis(diethylamino)hafnium